4-((2R,3S,4S,5R)-3-(3,4-difluoro-2-(2-hydroxyethoxy)phenyl)-4,5-dimethyl-5-(trifluoromethyl)tetrahydrofuran-2-carboxamido)picolinamide FC=1C(=C(C=CC1F)[C@H]1[C@@H](O[C@]([C@H]1C)(C(F)(F)F)C)C(=O)NC1=CC(=NC=C1)C(=O)N)OCCO